3-(4-bromo-1H-pyrazol-1-yl)piperidin-4-ol BrC=1C=NN(C1)C1CNCCC1O